Cl.FC=1C=C2C=C(N(C2=CC1\C=C\C1=NOC(=C1)C)S(=O)(=O)C1=CC=CC=C1)CN (E)-(5-fluoro-6-(2-(5-methylisoxazol-3-yl)vinyl)-1-(phenylsulfonyl)-1H-indol-2-yl)methanamine hydrochloride